ClC1=C(C(=O)NS(=O)(=O)N(C(C)C)C)C=C(C(=C1)F)N1C(N(C(=CC1=O)C(F)(F)F)C)=O 2-chloro-5-[3,6-dihydro-3-methyl-2,6-dioxo-4-(trifluoromethyl)-1(2H)-pyrimidinyl]-4-fluoro-N-[[methyl-(1-methylethyl)-amino]sulfonyl]benzamide